3-bromo-5-chloropyridine-2-carboxylic acid BrC=1C(=NC=C(C1)Cl)C(=O)O